C(#N)C=1C=CC(=NC1OCCN(C)C)NC(=O)C1=CC=C(C=C1)C1=C(C=C(C=C1)C1=NOC(=N1)C)F N-(5-cyano-6-(2-(dimethylamino)ethoxy)pyridin-2-yl)-2'-fluoro-4'-(5-methyl-1,2,4-oxadiazol-3-yl)-[1,1'-biphenyl]-4-carboxamide